FC=1C=C2C(=NC=NC2=CC1F)N1CC=2C=C(C=NC2CC1)C(F)(F)F 6,7-difluoro-4-[3-(trifluoromethyl)-7,8-dihydro-5H-1,6-naphthyridin-6-yl]quinazoline